N1(C=NC=C1)C=1C=CC2=C(C1)COC1=NC(=CC=C12)OC1C[C@H]2CC[C@@H](C1)N2C(=O)OC(C)(C)C tert-butyl (1R,3s,5S)-3-((8-(1H-imidazol-1-yl)-6H-isochromeno[3,4-b]pyridin-3-yl)oxy)-8-azabicyclo[3.2.1]octane-8-carboxylate